ClC=1C=NN2C1C(=CC(=C2)C=2N=NN(C2C)C2CCNCC2)OCC(OC)C2=NC=C(C=C2)F 3-chloro-4-[2-(5-fluoro-2-pyridinyl)-2-methoxy-ethoxy]-6-[5-methyl-1-(4-piperidinyl)triazol-4-yl]pyrazolo[1,5-a]pyridine